CN1N=C2C=C(C=CC2=C1)B(O)O (2-methylindazol-6-yl)boronic acid